2-(1-(difluoromethylene)-4-methoxy-2,3-dihydro-1H-inden-5-yl)-4,4,5,5-tetramethyl-1,3,2-dioxaborolane FC(=C1CCC2=C(C(=CC=C12)B1OC(C(O1)(C)C)(C)C)OC)F